C1(CCC1)OC=1C=2N(C=C(N1)C(=O)O)C=C(N2)C21COC(CC2)(C1)C 8-cyclobutoxy-2-(1-methyl-2-oxabicyclo[2.2.1]hept-4-yl)imidazo[1,2-a]pyrazine-6-carboxylic acid